CN(CCN)CCCCCCCCCC N-methyl-N-decyl-1,2-diaminoethane